2-((14-(1-methylsiletan-1-yl)tetradecyl)thio)ethyl hydrogen ((((R)-1-(6-amino-9H-purin-9-yl)propan-2-yl)oxy)methyl)phosphonate NC1=C2N=CN(C2=NC=N1)C[C@@H](C)OCP(OCCSCCCCCCCCCCCCCC[Si]1(CCC1)C)(O)=O